S(=O)(=O)(OC[C@H]([C@H]([C@@H]([C@H](C(=O)NCCCCCC)O)O)O)O)[O-].[Na+] sodium (2R,3R,4S,5R)-6-(hexylamino)-2,3,4,5-tetrahydroxy-6-oxohexyl sulfate